C[C@@H]1C(N[C@@H]([C@H]1[N+](=O)[O-])C1=NN(C=C1)C)=O |r| rac-(3S,4S,5S)-3-methyl-5-(1-methyl-1H-pyrazol-3-yl)-4-nitropyrrolidin-2-one